(5s,7s)-7-fluoro-2-(1-fluoro-1-methyl-propyl)-5-phenyl-6,7-dihydro-5H-pyrrolo[1,2-b][1,2,4]triazole F[C@H]1C[C@H](N2N=C(N=C21)C(CC)(C)F)C2=CC=CC=C2